N(=[N+]=[N-])CC(C([C@H](CO)NC([O-])=O)O)C1CC1 ((S)-4-azido-3-cyclopropyl-2-hydroxy-1-(hydroxymethyl)butyl)carbamate